azetidin-3-ol, hydrochloride salt Cl.N1CC(C1)O